Cl.NC=1C2=C(NC(C1C1=NC=3C(=NC(=CC3)C3CCNCCC3)N1)=O)SC=C2 4-amino-5-(5-(azepan-4-yl)-3H-imidazo[4,5-b]pyridin-2-yl)thieno[2,3-b]pyridin-6(7H)-one hydrochloride